[Ni+2].BrC(C(OC)Br)OC dibromo(1,2-dimethoxyethane) nickel (II)